1,4-di(2-chloro-2-propyl)benzene ClC(C)(C)C1=CC=C(C=C1)C(C)(C)Cl